1-isocyanatomethyltriethoxysilane N(=C=O)C[Si](OCC)(OCC)OCC